N(=[N+]=[N-])CCCCCCCCNC 8-azido-N-methyl-octan-1-amine